[N+](=O)([O-])C=1C=C2C(N(C(C2=CC1)=O)C1=C(C=CC=C1)C)=O 5-nitro-2-(o-tolyl)isoindoline-1,3-dione